FC=1C=C(C=C(C1)F)C1CC=NN1C(=O)C12CC(C1)(C2)CN2N=CC1=C2CCC1 (5-(3,5-difluorophenyl)-4,5-dihydro-1H-pyrazol-1-yl)(3-((5,6-dihydrocyclopenta[c]-pyrazol-1(4H)-yl)methyl)-bicyclo[1.1.1]pentan-1-yl)methanone